ClC1=CC(=C(C=C1Cl)[C@H](N[S@@](=O)C(C)(C)C)C1CCN(CC1)S(=O)(=O)C=1C=NNC1)OCC=C (S)-N-[(R)-[4,5-dichloro-2-(prop-2-en-1-yloxy)phenyl][1-(1H-pyrazole-4-sulfonyl)piperidin-4-yl]methyl]-2-methylpropane-2-sulfinamide